FC(C=1C(=C2C=NN(C2=CC1C(F)(F)F)C1OCCCC1)B(O)O)F (5-(difluoromethyl)-1-(tetrahydro-2H-pyran-2-yl)-6-(trifluoromethyl)-1H-indazol-4-yl)boronic acid